C(N)(OC(CC(C)(C)C)(CCO)C)=O tert-butyl(4-hydroxy-2-methylbutan-2-yl) carbamate